C1=CC=CC=2C3=CC=CC=C3N(C12)C=1C=C(C=CC1)N1C2=CC=C(C=C2C=2C=C(C=CC12)C#N)C#N 9-(3-(9H-carbazol-9-yl)phenyl)-9H-carbazole-3,6-dicarbonitrile